N-[4-[6-[5-(6-methyl-2-pyridyl)-1H-imidazol-4-yl]-3-quinolyl]cyclohex-3-en-1-yl]-2-(2-oxotetrahydrofuran-3-yl)sulfanyl-acetamide CC1=CC=CC(=N1)C1=C(N=CN1)C=1C=C2C=C(C=NC2=CC1)C1=CCC(CC1)NC(CSC1C(OCC1)=O)=O